ACETATE (3,7-dimethyloct-6-en-1-yl acetate) CC(CCCC(=O)O)CCC=C(C)C.C(C)(=O)O